1-(2-(4-nitrophenylamino)ethyl)urea [N+](=O)([O-])C1=CC=C(C=C1)NCCNC(=O)N